C(CC1=C(C(=C(C(=C1Br)Br)Br)Br)Br)C1=C(C(=C(C(=C1Br)Br)Br)Br)Br ethylene-bis(pentabromobenzene)